tert-butyl (2R,4R)-2-[[2-[(4,4-difluorocyclohexyl)amino]-1-(2-fluoro-3-pyridyl)-2-oxo-ethyl]-[4-(pentafluoro-λ6-sulfanyl)phenyl]carbamoyl]-4-hydroxy-4-methyl-pyrrolidine-1-carboxylate FC1(CCC(CC1)NC(C(C=1C(=NC=CC1)F)N(C(=O)[C@@H]1N(C[C@](C1)(C)O)C(=O)OC(C)(C)C)C1=CC=C(C=C1)S(F)(F)(F)(F)F)=O)F